3,3-difluoro-5'-methylspiro[cyclobutane-1,3'-pyrrolo[3,2-b]pyridine]-2'(1'H)-one FC1(CC2(C(NC=3C2=NC(=CC3)C)=O)C1)F